4,8,12,15,18,21-tetracosahexaenoic acid C(CCC=CCCC=CCCC=CCC=CCC=CCC=CCC)(=O)O